1,4-dimethyl-1H-pyrrol CN1C=CC(=C1)C